N2-{7-bromo-2-[4-chloro-2-(difluoromethoxy)phenyl][1,2,4]Triazolo[1,5-c]Quinazolin-5-yl}-N-propyl-D-alaninamide BrC1=CC=CC=2C=3N(C(=NC12)N[C@H](C)C(=O)NCCC)N=C(N3)C3=C(C=C(C=C3)Cl)OC(F)F